C(C)(=O)N1CCC2=CC=CC(=C12)NC1=NC(=NC=C1C#N)NC=1C(=CC(=C(C1)NC(C=C)=O)N(C)CCN(C)C)OC N-(5-((4-((1-acetylindolin-7-yl)amino)-5-cyanopyrimidin-2-yl)amino)-2-((2-(dimethylamino)ethyl)(methyl)amino)-4-methoxyphenyl)acrylamide